3-chloro-2-(2-fluorophenyl)-1-methoxynaphthalene ClC=1C(=C(C2=CC=CC=C2C1)OC)C1=C(C=CC=C1)F